NC1=NC(=C(C(=C1C#N)C=1C=C(C=CC1)C1=C(C=CC=C1)C)C#N)N1CCCCC1 2-amino-4-(2'-methyl-[1,1'-biphenyl]-3-yl)-6-(piperidin-1-yl)pyridine-3,5-dicarbonitrile